[5-(methoxymethoxy)-1-benzofuran-2-yl]Boric acid COCOC=1C=CC2=C(C=C(O2)OB(O)O)C1